C(#C)[Si](C1=C(C=CC=C1)F)(C1=C(C=CC=C1)F)C1=C(C=CC=C1)F ethynyl-tris(2-fluorophenyl)silane